3-[3-(2-{5-[(7R)-7-amino-2-azabicyclo[2.2.1]heptane-2-carbonyl]-7-methoxy-1-methyl-1H-1,3-benzodiazol-2-yl}-1-(cyclopropylmethyl)-1H-pyrrolo[2,3-b]pyridin-6-yl)phenyl]propanoic acid N[C@H]1C2N(CC1CC2)C(=O)C2=CC1=C(N(C(=N1)C1=CC=3C(=NC(=CC3)C=3C=C(C=CC3)CCC(=O)O)N1CC1CC1)C)C(=C2)OC